[Al].C12(C(=CC(CC1)C2)C(=O)O)C(=O)O bicyclo[2.2.1]heptenedicarboxylic acid aluminum